(1r,4r)-N1-(5-Phenyl-4-(6-phenylimidazo[1,2-a]pyridin-3-yl)pyrimidin-2-yl)cyclohexane-1,4-diamine C1(=CC=CC=C1)C=1C(=NC(=NC1)NC1CCC(CC1)N)C1=CN=C2N1C=C(C=C2)C2=CC=CC=C2